2-(2-(2-hydroxyethyl)benzyl)-6-(phenylsulfonyl)phthalazin-1(2H)-one OCCC1=C(CN2C(C3=CC=C(C=C3C=N2)S(=O)(=O)C2=CC=CC=C2)=O)C=CC=C1